C(C(=C)C)(=O)NCC[N+](CC1=CC=CC=C1)(C)C methacrylamidooxyethyl-dimethylbenzyl-ammonium